(5'S,7a'R)-5'-(5-bromopyridin-3-yl)tetrahydro-3'H-spiro[piperidine-4,2'-pyrrolo[2,1-b]oxazol]-3'-one BrC=1C=C(C=NC1)[C@@H]1CC[C@H]2OC3(C(N21)=O)CCNCC3